(S)-N5-(2-Hydroxyethyl)-N3-methyl-1-(1-phenylethyl)-1H-pyrazole-3,5-dicarboxamide OCCNC(=O)C1=CC(=NN1[C@@H](C)C1=CC=CC=C1)C(=O)NC